C(CCC)#N Butannitrile